FC(C=1C=C(C(=O)NC2=C(C(=O)N[C@@H](C[C@H]3C(N[C@@H](C3)C)=O)C(C(=O)NC)=O)C=C(C=N2)C#N)C=C(C1)C(F)(F)F)(F)F 2-(3,5-bis(trifluoromethyl)benzamido)-5-cyano-N-((S)-1-((3S,5R)-5-methyl-2-oxopyrrolidin-3-yl)-4-(methylamino)-3,4-dioxobutan-2-yl)nicotinamide